CC1(CCOC2=C(C=CC=C12)/C=C/C(=O)OCC)C1=NNC=C1 Ethyl (E)-3-[4-methyl-4-(1H-pyrazol-3-yl)chroman-8-yl]prop-2-enoate